6-(1-amino-1,3-dihydrospiro[indene-2,4'-piperidine]-1'-yl)-3-(8,8-dimethyl-7,8-dihydroquinolin-5-yl)-1,5-dihydro-4H-pyrazolo[3,4-d]pyrimidin-4-one NC1C2=CC=CC=C2CC12CCN(CC2)C=2NC(C1=C(N2)NN=C1C=1C=2C=CC=NC2C(CC1)(C)C)=O